[C@@H]12NCC[C@H]2N(C1)C1=NC=2C(=C(C3=C(C2C=N1)COC3)C3=NC=C(C1=C3C(=C(S1)N)C#N)F)F 4-(3-((1R,5R)-2,6-Diazabicyclo[3.2.0]heptan-6-yl)-5-fluoro-7,9-dihydrofuro[3,4-f]quinazolin-6-yl)-2-amino-7-fluorothieno[3,2-c]pyridine-3-carbonitrile